C(C(=C)C)(=O)OCCCOC1=CC=C(C=C1)C(C)(C)C1=CC=C(C=C1)OCCCOC(C(=C)C)=O bis(4-methacryloxypropoxyphenyl)propane